N-[1-[5-chloro-2-[(3-methoxy-1-methyl-pyrazol-4-yl)amino]-pyrimidin-4-yl]indol-5-yl]prop-2-enamide ClC=1C(=NC(=NC1)NC=1C(=NN(C1)C)OC)N1C=CC2=CC(=CC=C12)NC(C=C)=O